CC=1C(=CC(=C(C1)NC=1N=C(C2=C(N1)NC=C2)NC=2C(=C1N=CC=NC1=CC2)[PH2]=O)OCC(F)(F)F)N2CCOCC2 (6-((2-((5-methyl-4-morpholino-2-(2,2,2-trifluoroethoxy)phenyl)amino)-7H-pyrrolo[2,3-d]pyrimidin-4-yl)amino)quinoxalin-5-yl)phosphine oxide